N1(CCC1)C(=O)N1CC2(CC2)[C@H]([C@H]1CC=1C(=C(C=CC1)C1=CC(=CC(=C1)F)F)F)NS(=O)(=O)C N-((6r,7r)-5-(azetidine-1-carbonyl)-6-((2,3',5'-trifluoro-[1,1'-biphenyl]-3-yl)methyl)-5-azaspiro[2.4]heptan-7-yl)methanesulfonamide